Cl.NC1=C(C=CC(=C1)C(=O)OC)B(O)O 2-amino-4-methoxycarbonylphenylboronic acid hydrochloride